vinyl-(2-ethoxyethoxy)silane C(=C)[SiH2]OCCOCC